FC(C(=O)O)(F)F.O=C1O[C@]2(CN1CC=1C=NC=C(C1)C1=CC=CC=C1)C[C@H](CCC2)CN2C=NC1=C2C=C(C=C1)C#N 1-({(5S,7S)-2-oxo-3-[(5-phenyl-3-pyridinyl)methyl]-1-oxa-3-azaspiro[4.5]decan-7-yl}methyl)-1H-benzimidazole-6-carbonitrile trifluoroacetic acid salt